[(2R,3S,4R,5R)-5-[2-chloro-4-(cyclohexyl-amino)pyrrolo[2,3-d]-pyrimidin-7-yl]-3,4-dihydroxy-tetrahydro-furan-2-yl]methoxy-methylphosphonic acid ClC=1N=C(C2=C(N1)N(C=C2)[C@H]2[C@@H]([C@@H]([C@H](O2)COCP(O)(O)=O)O)O)NC2CCCCC2